NC1=C(C=NC(=C1F)Cl)C(=O)C1CC2CCC(C1)N2C(=O)OCC2=CC=CC=C2 benzyl 3-(4-amino-6-chloro-5-fluoropyridine-3-carbonyl)-8-azabicyclo[3.2.1]octane-8-carboxylate